2-((trans)-4-((R)-7-(4-Chloro-3-(trifluoromethyl)benzoyl)-2-(isopropylamino)-6-methyl-4-oxo-5,6,7,8-tetrahydropyrido[3,4-d]pyrimidin-3(4H)-yl)cyclohexyl)-N-methylacetamide ClC1=C(C=C(C(=O)N2CC=3N=C(N(C(C3C[C@H]2C)=O)[C@@H]2CC[C@H](CC2)CC(=O)NC)NC(C)C)C=C1)C(F)(F)F